ClC=1C(=NC(=NC1)NC1=C(C=C(C=C1)N1CCC(CC1)O)OC(F)F)NC1=C(SC=C1)C(=O)N 3-((5-chloro-2-((2-(difluorometh-oxy)-4-(4-hydroxypiperidin-1-yl)-phenyl)amino)pyrimidin-4-yl)-amino)thiophene-2-carboxamide